BrC1=CC=C(C(=N1)C)OCOC 6-bromo-3-(methoxymethoxy)-2-methylpyridine